ClC=1C(=C(CNC(CNC2CC(C2)C#N)=O)C=CC1)F N-(3-chloro-2-fluorobenzyl)-2-((3-cyanocyclobutyl)amino)acetamide